5,8-dichloro-1-(2,6-dichlorophenyl)-2-methyl-1,6-naphthyridin-4(1H)-one ClC1=C2C(C=C(N(C2=C(C=N1)Cl)C1=C(C=CC=C1Cl)Cl)C)=O